2-([(2R,7aS)-2-fluoro-hexahydropyrrolizin-7a-yl]methoxy-7-[8-ethynyl-7-fluoro-3-(methoxymethoxy)naphthalen-1-yl]-8-fluoropyrido[4,3-d]pyrimidin-5-yl)pyrrolidine-2-carboxamide F[C@@H]1C[C@@]2(CCCN2C1)COC=1N=CC2=C(N1)C(=C(N=C2C2(NCCC2)C(=O)N)C2=CC(=CC1=CC=C(C(=C21)C#C)F)OCOC)F